N-[(1R)-1-(4-chlorophenyl)ethyl]-5-phenyl-octahydrocyclopenta[c]pyrrole-2-carboxamide ClC1=CC=C(C=C1)[C@@H](C)NC(=O)N1CC2C(C1)CC(C2)C2=CC=CC=C2